FC(C1=CC=C(C=C1)N1N=NC(=C1COC1=CC=C(N=N1)N1C2(CC(C1)C2)C(=O)NCC)C)F 2-(6-((1-(4-(Difluoromethyl)phenyl)-4-methyl-1H-1,2,3-triazol-5-yl)methoxy)pyridazine-3-yl)-N-ethyl-2-azabicyclo[2.1.1]hexane-1-carboxamide